4-(aminomethyl)-2-fluorobenzenesulfonamide NCC1=CC(=C(C=C1)S(=O)(=O)N)F